N-((5-cyclopropyl-1H-indazol-4-yl)methyl)-4-(difluoromethoxy)-3,5-difluorobenzamide C1(CC1)C=1C(=C2C=NNC2=CC1)CNC(C1=CC(=C(C(=C1)F)OC(F)F)F)=O